7-{[4-(4-fluoro-2-methoxyphenyl)pyrimidin-2-yl]amino}-4-morpholino-2H-benzopyran-2-one FC1=CC(=C(C=C1)C1=NC(=NC=C1)NC1=CC2=C(C(=CC(O2)=O)N2CCOCC2)C=C1)OC